(S)-1-(3-(4-(6-(3,5-dimethylisoxazol-4-yl)-4-(3-phenylmorpholino)quinazolin-2-yl)-1H-pyrazol-1-yl)azetidin-1-yl)ethan-1-one CC1=NOC(=C1C=1C=C2C(=NC(=NC2=CC1)C=1C=NN(C1)C1CN(C1)C(C)=O)N1[C@H](COCC1)C1=CC=CC=C1)C